CC1=C(C=C(C=C1)C)F 2,5-dimethyl-fluorobenzene